BrC1=CC=C(OC2=C(C=C(C=C2)N2C(CCC2=O)=O)C2=CN(C=3C(NC=CC32)=O)C)C=C1 1-(4-(4-bromophenoxy)-3-(1-methyl-7-oxo-6,7-dihydro-1H-pyrrolo[2,3-c]pyridin-3-yl)phenyl)pyrrolidine-2,5-dione